diisopropyl azo dicarbonate C(OC(C)C)(ON=NOC(OC(C)C)=O)=O